4-(trifluoromethyl)-2,5,6,7-tetrahydro-3H-cyclopenta[C]pyridazin-3-one FC(C1=C2C(=NNC1=O)CCC2)(F)F